CC1=CC(=NN1)C(F)(F)F 5-methyl-3-(trifluoromethyl)-1H-pyrazol